The molecule is a methanesulfonate (mesylate) salt prepared from equimolar amounts of nelfinavir and methanesulfonic acid. It is used for treatment of HIV and also exhibits some anticancer properties. It has a role as a HIV protease inhibitor and an antineoplastic agent. It contains a nelfinavir(1+). CC1=C(C=CC=C1O)C(=O)N[C@@H](CSC2=CC=CC=C2)[C@@H](CN3C[C@H]4CCCC[C@H]4C[C@H]3C(=O)NC(C)(C)C)O.CS(=O)(=O)O